FC1=CC(=CC=2N1C=CN2)OCC21CC(C2)C1 3-(((5-fluoroimidazo[1,2-a]pyridin-7-yl)oxy)methyl)bicyclo[1.1.1]pentan